NC1=NC(=C2N=CN(C2=N1)CCNC(=O)C1=CC(=NN1C)CC)O N-(2-(2-amino-6-hydroxy-9H-purin-9-yl)ethyl)-1-methyl-3-ethyl-1H-pyrazole-5-carboxamide